CC(C1=CC[C@H]2[C@@H]3CCC4=CC(CC[C@]4(C)[C@H]3CC[C@]12C)=O)=O pregna-4,16-diene-3,20-dione